N-(2-(2-aminoethoxy)ethyl)-4-((3-(2,3-difluoro-4-methoxyphenyl)imidazo[1,2-a]pyrazin-8-yl)amino)-3-fluoro-2-methylbenzamide dihydrochloride Cl.Cl.NCCOCCNC(C1=C(C(=C(C=C1)NC=1C=2N(C=CN1)C(=CN2)C2=C(C(=C(C=C2)OC)F)F)F)C)=O